COCC1=NN(C=C1C(=O)N)CC1=CC=C2C3(CN(CC2=C1)C)CC3 (methoxymethyl)-1-{2'-methyl-1',3'-dihydrospiro[cyclopropane-1,4'-isoquinoline]-7'-ylmethyl}pyrazole-4-carboxamide